1,1',1''-nitrilotris(3,5-di-tert-butyl-4-hydroxybenzoic acid) N(C1(C(=O)O)CC(=C(C(=C1)C(C)(C)C)O)C(C)(C)C)(C1(C(=O)O)CC(=C(C(=C1)C(C)(C)C)O)C(C)(C)C)C1(C(=O)O)CC(=C(C(=C1)C(C)(C)C)O)C(C)(C)C